(S)-(1-methyl-5-oxopyrrolidin-2-yl)methyl 4-methylbenzenesulfonate CC1=CC=C(C=C1)S(=O)(=O)OC[C@H]1N(C(CC1)=O)C